trans-[4-(5-bromothiazol-2-yl)cyclohexyloxy]-tert-butyl-diphenyl-monosilane BrC1=CN=C(S1)[C@@H]1CC[C@H](CC1)O[Si](C1=CC=CC=C1)(C1=CC=CC=C1)C(C)(C)C